2-(4-(3-(1-(5-ethylpyrimidin-2-yl)piperidin-4-yl)propoxy)-2,6-difluorophenyl)acetic acid C(C)C=1C=NC(=NC1)N1CCC(CC1)CCCOC1=CC(=C(C(=C1)F)CC(=O)O)F